(R)-2-amino-N-((S)-1-(((S)-5-amino-1-(3-benzyl-1,2,4-oxadiazol-5-yl)pentyl)amino)-3-mono(4-hydroxy-2,6-dimethylphenyl)-1-oxopropan-2-yl)-5-guanidinopentanamide N[C@@H](C(=O)N[C@H](C(=O)N[C@@H](CCCCN)C1=NC(=NO1)CC1=CC=CC=C1)CC1=C(C=C(C=C1C)O)C)CCCNC(=N)N